C(C(=C)C)(=O)OCCCCCCCCCCOP(=O)(O)O 10-Methacryloyloxy-decyldihydrogenphosphat